FC(N1N=C(C=C1)B1OC(C(O1)(C)C)(C)C)F 1-(difluoromethyl)-3-(4,4,5,5-tetramethyl-1,3,2-dioxaborolan-2-yl)pyrazole